propan-2-yl-1,1,1-d3 (2S)-6-diazo-2-((S)-2-methoxy-4-(methylthio) butanamido)-5-oxohexanoate [N+](=[N-])=CC(CC[C@@H](C(=O)OC(C([2H])([2H])[2H])C)NC([C@H](CCSC)OC)=O)=O